6-Bromo-4-fluoro-2-(5-fluoro-2-methyl-3-nitrophenyl)benzo[d]thiazole Lithium [Li].BrC1=CC2=C(N=C(S2)C2=C(C(=CC(=C2)F)[N+](=O)[O-])C)C(=C1)F